2-chloro-N1-(2-fluoro-3-methylphenyl)-N1,5-dimethylbenzene-1,3-diamine ClC1=C(C=C(C=C1N)C)N(C)C1=C(C(=CC=C1)C)F